C1(CC1)NC(=O)C=1C(N(C=2N(C1O)N=CC2\C=C\C(N2CC1(CC2)CCOCC1)=O)CC(C)C)=O (E)-N-Cyclopropyl-7-hydroxy-4-isobutyl-5-oxo-3-(3-oxo-3-(8-oxa-2-azaspiro[4.5]decan-2-yl)prop-1-en-1-yl)-4,5-dihydropyrazolo[1,5-a]pyrimidine-6-carboxamide